ClC1=CC(=C(OC2=CC=C(C=C2)C2=CC(=CC(=N2)C(=O)N)[C@@H](CO)O)C=C1)F (S)-6-(4-(4-chloro-2-fluorophenoxy)phenyl)-4-(1,2-dihydroxyethyl)picolinamide